C(CCCCCCC\C=C\C=C\C=C\CCCC)(=O)[O-] β-eleostearate